C(C)(C)(C)OC(=O)N1CC(CCC1)CCOC1=CC(=C(C=C1)C)CNC([C@H](CC1=CC=CC=C1)NC(CCC(=O)OC(C)(C)C)=O)=O 3-(2-(3-(((S)-2-(4-(tert-butoxy)-4-oxobutanoylamino)-3-phenylpropionamido)methyl)-4-methylphenoxy)ethyl)piperidine-1-carboxylic acid tert-butyl ester